C(#N)C=1C=C(C=CC1)NC(C1=C(N=C(C(=C1)F)Cl)OC1=C(C=C(C=C1)F)C)=O N-(3-cyanophenyl)-6-chloro-5-fluoro-(4-fluoro-2-methylphenoxy)-nicotinamide